CC=1N=C(NC1C)C1=C(C2=CC=CC=C2C=C1)O 4,5-dimethyl-2-(1-hydroxynaphthalen-2-yl)imidazole